ethyl 3-((tert-butoxycarbonyl) amino)-4-oxocyclopentane-1-carboxylate C(C)(C)(C)OC(=O)NC1CC(CC1=O)C(=O)OCC